COC1=C(C=CC=2C=3N(C(=NC12)NC(=O)C=1C=NC=CC1)CCN3)OC N-(2,3-dihydro-7,8-dimethoxyimidazo[1,2-c]quinazolin-5-yl)-3-pyridinecarboxamide